FC(C1=CC=C(OC=2C=C(C3=C(CCO3)C2)NC(OC(C)(C)C)=O)C=C1)F tert-Butyl (5-(4-(difluoro-methyl)phenoxy)-2,3-dihydro-benzofuran-7-yl)carbamate